N-(1,1-dioxothiacyclohexan-4-yl)-2-pyrimidin-5-yl-acetamide O=S1(CCC(CC1)NC(CC=1C=NC=NC1)=O)=O